COC1=CC(=NC=C1)N1N=CC(=C1)CO [1-(4-methoxypyridin-2-yl)pyrazol-4-yl]methanol